COC1=C2C(NC(=NC2=CC(=C1)OC)C1=CC=C(C=C1)N1CCC(CC1)NC)=O 5,7-dimethoxy-2-(4-(4-(methylamino)piperidin-1-yl)phenyl)quinazolin-4(3H)-one